OC1CN(CC1)C1=NC=C(C=N1)C=1C=C2C(=NC1)NC=C2 5-(2-(3-hydroxypyrrolidin-1-yl)pyrimidin-5-yl)-1H-pyrrolo[2,3-b]pyridine